(R)-2-((S)-4-(3-amino-6-(2-chloro-1H-pyrrolo[2,3-b]pyridin-3-yl)-5-fluoropyridin-2-yl)piperazin-2-yl)-3-methylbutan-2-ol NC=1C(=NC(=C(C1)F)C1=C(NC2=NC=CC=C21)Cl)N2C[C@H](NCC2)[C@@](C)(C(C)C)O